N-(4-fluorophenyl)-2-(phenylseleno)aniline tert-Butyl-((2-(6-((tert-butoxycarbonyl)amino)hexyl)-6-methylpyridin-3-yl)sulfonyl)-L-prolinate C(C)(C)(C)[C@@]1(N(CCC1)S(=O)(=O)C=1C(=NC(=CC1)C)CCCCCCNC(=O)OC(C)(C)C)C(=O)O.FC1=CC=C(C=C1)NC1=C(C=CC=C1)[Se]C1=CC=CC=C1